tert-butyl (S)-5-amino-4-(5-(6-amino-5-cyano-4-(trifluoromethyl)pyridin-2-yl)-1-oxoisoindolin-2-yl)-5-oxopentanoate NC([C@H](CCC(=O)OC(C)(C)C)N1C(C2=CC=C(C=C2C1)C1=NC(=C(C(=C1)C(F)(F)F)C#N)N)=O)=O